C(C(=C)C)(=O)OCC[N+](CCCS(=O)(=O)O)(C)C N-(2-methacryloyl-oxyethyl)-N,N-dimethyl-N-(3-sulfopropyl)ammonium